2-[2-chloro-5-methyl-4-(4,4,5,5-tetramethyl-1,3,2-dioxaborolan-2-yl)phenyl]-2-methyl-propan-1-ol ClC1=C(C=C(C(=C1)B1OC(C(O1)(C)C)(C)C)C)C(CO)(C)C